(S)-4-(aminomethyl)-9-ethyl-5-fluoro-9-hydroxy-1,2,3,9,12,15-hexahydro-10H,13H-benzo[de]pyrano[3',4':6,7]indolizino[1,2-b]quinoline-10,13-dione NCC1=C2C=3C(=C4C(=NC3C=C1F)C1=CC3=C(C(N1C4)=O)COC([C@]3(O)CC)=O)CCC2